FC=1C=C(C=CC1)C1=CC=CC(=N1)C1OCCN(C1)CC1=CN(C2=CC=CC=C12)CCCO 3-(3-((2-(6-(3-fluorophenyl)pyridin-2-yl)morpholino)methyl)-1H-indol-1-yl)propan-1-ol